NC1=CC=C(C=C1)S(=O)(=O)NNC(=O)N1CC2=CC=CC=C2C1 4-amino-N'-(isoindoline-2-carbonyl)benzenesulfonohydrazide